5-(tert-butyl) 2'-methyl 4'-methyl-3'-oxo-5-azaspiro[bicyclo[4.1.0]heptane-2,1'-cyclopentane]-2',5-dicarboxylate CC1C(C(C2(C1)C1CC1N(CC2)C(=O)OC(C)(C)C)C(=O)OC)=O